4-(chloromethyl)-N-(3-methoxybenzyl)-N-(3-(2-methoxyethoxy)benzyl)thiazol-2-amine ClCC=1N=C(SC1)N(CC1=CC(=CC=C1)OCCOC)CC1=CC(=CC=C1)OC